ON=C(N)C1=NC=C(C=C1)NC1=NC(=NO1)C1=CC=C(C=C1)OC(F)(F)F N'-hydroxy-5-((3-(4-(trifluoromethoxy)phenyl)-1,2,4-oxadiazol-5-yl)amino)pyridineformamidine